benzyl 4-(2-aminoethyl)piperazine-1-carboxylate NCCN1CCN(CC1)C(=O)OCC1=CC=CC=C1